COC=1C=CC(=NC1C)C=O 5-METHOXY-6-METHYL-PYRIDINE-2-CARBALDEHYDE